(R)-N-(1-cyanopyrrolidin-3-yl)-3-fluoro-5-(pyrazolo[1,5-a]pyrimidin-5-yl)picolinamide C(#N)N1C[C@@H](CC1)NC(C1=NC=C(C=C1F)C1=NC=2N(C=C1)N=CC2)=O